C(C)OC(=O)C1=CC=2C=3N(CCCC2S1)N=CC3C 1-methyl-6,7-dihydro-5H-pyrazolo[1,5-a]thieno[3,2-c]azepine-9-carboxylic acid ethyl ester